C(C1=CC=CC=C1)C=1NC(=NN1)C(=O)NC1=NC=CC(=C1)C1=C(C=CC(=C1)OCCOC(C)C)Cl 5-benzyl-N-(4-(2-chloro-5-(2-isopropoxyethoxy)phenyl)pyridin-2-yl)-4H-1,2,4-triazole-3-carboxamide